FCCI 1-Fluoro-2-iodoethane